2-{1-[2-(4-fluoro-1H-1,3-benzodiazol-2-yl)ethyl]acridin-3-yl}-N-(pyridin-2-ylmethyl)-1,3-oxazole-4-carboxamide FC1=CC=CC=2NC(=NC21)CCC2=CC(=CC1=NC3=CC=CC=C3C=C21)C=2OC=C(N2)C(=O)NCC2=NC=CC=C2